tert-butyl (1-((3-chloro-2-fluorobenzyl)amino)-1-oxo-3-phenylpropan-2-yl)carbamate ClC=1C(=C(CNC(C(CC2=CC=CC=C2)NC(OC(C)(C)C)=O)=O)C=CC1)F